C(C1=CC=CC=C1)N1C(=NC2=C1C=CC(=C2)[N+](=O)[O-])CCCCOCCNC(OCC2C1=CC=CC=C1C=1C=CC=CC21)=O (9H-fluoren-9-yl)methyl N-{2-[4-(1-benzyl-5-nitro-1H-1,3-benzodiazol-2-yl)butoxy]ethyl}carbamate